1-methyl-6-(3-(piperidine-1-carbonyl)phenyl)-1,6-dihydro-2H-pyrido[3',2':6,7]azepino[4,3,2-cd]isoindol-2-one CN1C(C=2C=CC=C3C2C1=CC1=C(N3C3=CC(=CC=C3)C(=O)N3CCCCC3)N=CC=C1)=O